FC(C[C@H](N)C(=O)O)(C)F (S)-4,4-difluoronorvaline